CNC=1C2=C(N=C(N1)NC1CCC(CC1)N1C(CCC1)=O)NC=C2C2=NC1=CC=CN=C1C=C2 1-((1r,4r)-4-((4-(methylamino)-5-(1,5-naphthyridin-2-yl)-7H-pyrrolo[2,3-d]pyrimidin-2-yl)amino)cyclohexyl)pyrrolidin-2-one